ClC=1C=C2C3=C(NC2=CC1)[C@@H](NCC3)CC3COCCC3 (1S)-6-chloro-1-((tetrahydro-2H-pyran-3-yl)methyl)-2,3,4,9-tetrahydro-1H-pyrido[3,4-b]indole